4-(((6S,9aS)-1-(benzylcarbamoyl)-2-((3-(4-fluorophenyl)isoxazol-5-yl)methyl)-4,7-dioxo-8-(quinolin-5-ylmethyl)octahydro-1H-pyrazino[2,1-c][1,2,4]triazin-6-yl)methyl)phenyl dodecanoate C(CCCCCCCCCCC)(=O)OC1=CC=C(C=C1)C[C@H]1C(N(C[C@@H]2N(N(CC(N21)=O)CC2=CC(=NO2)C2=CC=C(C=C2)F)C(NCC2=CC=CC=C2)=O)CC2=C1C=CC=NC1=CC=C2)=O